ClC1=CC=C(S1)CNC1=C(C(=NN1C(=O)C1=COC=C1C)C1C(N(CCC1C(F)(F)F)C(C(C)(C)C)=O)=O)F 3-(5-{[(5-chlorothiophen-2-yl)methyl]amino}-4-fluoro-1-(4-methylfuran-3-carbonyl)-1H-pyrazol-3-yl)-1-(2,2-dimethylpropanoyl)-4-(trifluoromethyl)piperidin-2-one